7-bromo-3-(5-cyclopropylpyridin-2-yl)-2,3-dihydro-[1,4]dioxino[2,3-b]pyridine BrC=1C=C2C(=NC1)OC(CO2)C2=NC=C(C=C2)C2CC2